N1(CCCCC1)C=1C2=C(N=C(N1)N(CCO)CCO)C(=NC(=N2)N(CCO)CCO)N2CCCCC2 2,2',2'',2'''-[(4,8-Di-1-piperidinylpyrimido[5,4-d]pyrimidine-2,6-diyl)dinitrilo]tetrakis[ethanol]